(S)-N-(2-aminopropyl)methanesulfonamide hydrochloride Cl.N[C@H](CNS(=O)(=O)C)C